(S)-3-amino-2-methylbutan-2-ol N[C@H](C(C)(O)C)C